(S)-2-amino-3-stearamidopropionic acid HCl salt Cl.N[C@H](C(=O)O)CNC(CCCCCCCCCCCCCCCCC)=O